Octadecane-3,12-dithione CCC(CCCCCCCCC(CCCCCC)=S)=S